5-fluoro-N1,2-dimethyl-N1-(pyrazin-2-yl)benzene-1,3-diamine FC=1C=C(C(=C(C1)N(C1=NC=CN=C1)C)C)N